2,4,6-tribromotriphenoxy-1,3,5-triazine BrC1(N(C(=NC(N1OC1=CC=CC=C1)Br)Br)OC1=CC=CC=C1)OC1=CC=CC=C1